2-bromoisonicotinaldehyde BrC=1C=C(C=O)C=CN1